C[SiH2]CC[Si](OCC)(OCC)OCC methylsilylethyltriethoxysilane